5-(4-(4-fluoropyrazolo[1,5-a]pyridin-2-yl)-1,4,6,7-tetrahydro-5H-imidazo[4,5-c]pyridin-5-yl)-N-(4-hydroxyphenyl)pyrazine-2-carboxamide FC=1C=2N(C=CC1)N=C(C2)C2N(CCC1=C2N=CN1)C=1N=CC(=NC1)C(=O)NC1=CC=C(C=C1)O